5-chloro-2-[[5-[1-[3-[(4R)-2-oxooxazolidin-4-yl]propanoyl]azetidin-3-yl]-2-pyridinyl]oxy]benzamide ClC=1C=CC(=C(C(=O)N)C1)OC1=NC=C(C=C1)C1CN(C1)C(CC[C@H]1NC(OC1)=O)=O